C(C)(=O)ON=C Methanon-(O-Acetyloxime)